(9Z)-octadecen C=CCCCCCCCCCCCCCCCC